CC(SC)=NOC(N(SN(C(ON=C(SC)C)=O)C)C)=O 3,7,9,13-tetramethyl-5,11-dioxa-2,8,14-trithia-4,7,9,12-tetra-azapentadeca-3,12-diene-6,10-dione